(R)-2-(1-methyl-7-((1-methylpiperidin-3-yl)amino)-1H-imidazo[4,5-d]pyridazin-4-yl)-5-(trifluoromethyl)phenol CN1C=NC=2C1=C(N=NC2C2=C(C=C(C=C2)C(F)(F)F)O)N[C@H]2CN(CCC2)C